CC1=C(C2=C(S1)C=CC=C2)C=2C=C(SC2)C(C(=O)O)CC=O (4-(2-methylbenzo[b]thiophen-3-yl)thiophen-2-yl)-4-oxobutanoic acid